COC=1C=C(C=CC1OCCCN1CCCCC1)NC1=NC=CC(=N1)NC1=CC=C2C=NN(C2=C1)C 2-[3-methoxy-4-(3-piperidinopropoxy)phenylamino]-4-(1-methyl-1H-indazol-6-ylamino)pyrimidine